2-Ethyl 5-[[(1R,2R)-2-(tert-butoxycarbonylamino)-3,3-difluoro-cyclohexyl]amino]pyrazolo[1,5-a]pyrimidine-3-carboxylate C(C)(C)(C)OC(=O)N[C@@H]1[C@@H](CCCC1(F)F)NC1=NC=2N(C=C1)N=CC2C(=O)OCC